potassium sodium 2,3-dihydroxysuccinate OC(C(=O)[O-])C(C(=O)[O-])O.[Na+].[K+]